di-o-tolylborane C1(=C(C=CC=C1)BC1=C(C=CC=C1)C)C